C(C(=C)C)(=O)OCCOC(C(=C)C)=O Ethylenglycol dimethacrylat